2',3,5'-Trichloro-4-hydroxy-6-methyl-2H-[1,4'-bipyridyl]-2-one ClC1=NC=C(C(=C1)N1C(C(=C(C=C1C)O)Cl)=O)Cl